C(C)(=O)[O-].C[NH+]1CN(CC1)C 1,3-Dimethylimidazolinium acetat